OS(=O)(=O)C(F)(F)F.CN1CC2=C(C=CC=C2C=C1C1=CC=C(C=C1)C(F)(F)F)OC 2-methyl-3-(4-trifluoromethylphenyl)-8-methoxyisoquinoline triflate